OC=1C=C2C=CC(=CC2=C(C1)S(=O)(=O)[O-])S(=O)(=O)[O-] 6-hydroxy-2,8-naphthalenedisulfonate